ClC=1C=CC2=C(C(CCCN2)=O)C1 7-chloro-2,3,4,5-tetrahydro-1H-1-benzazepin-5-one